tert-butyl (2R)-4-[7-(4-cyano-2-pyridinyl)-3'-fluorospiro[6H-pyrrolo[2,3-d]pyrimidine-5,1'-cyclobutane]-4-yl]-2-methylpiperazine-1-carboxylate C(#N)C1=CC(=NC=C1)N1CC2(CC(C2)F)C2=C1N=CN=C2N2C[C@H](N(CC2)C(=O)OC(C)(C)C)C